3-(7-(2-(4-(4-(4-((5-Hydroxy-3-methyl-2-(4-(trifluoromethyl)phenyl)-1H-indol-1-yl)methyl)phenoxy)butyl)piperazin-1-yl)-2-oxoethoxy)-1-methyl-1H-indazol-3-yl)piperidine-2,6-dione OC=1C=C2C(=C(N(C2=CC1)CC1=CC=C(OCCCCN2CCN(CC2)C(COC=2C=CC=C3C(=NN(C23)C)C2C(NC(CC2)=O)=O)=O)C=C1)C1=CC=C(C=C1)C(F)(F)F)C